4-[(2-Cyclopentylacetyl)amino]-N-(1,1-dimethylprop-2-ynyl)pyridine-2-carboxamide C1(CCCC1)CC(=O)NC1=CC(=NC=C1)C(=O)NC(C#C)(C)C